N-benzoyl-5,6-diphenylpyrazin-2-amine C(C1=CC=CC=C1)(=O)NC1=NC(=C(N=C1)C1=CC=CC=C1)C1=CC=CC=C1